C1N(CC2=CC=CC=C12)CC1=NC=CC(=C1)S(=O)(=O)N 2-(isoindolin-2-ylmethyl)pyridine-4-sulfonamide